{5-[(1S)-1-(1,3-dioxo-1,3-dihydro-2H-isoindol-2-yl)ethyl]-3-methoxy-1H-1,2,4-triazol-1-yl}nicotinonitrile O=C1N(C(C2=CC=CC=C12)=O)[C@@H](C)C1=NC(=NN1C1=C(C#N)C=CC=N1)OC